Perfluorooctanesulfonic acid tetrabutylammonium salt C(CCC)[N+](CCCC)(CCCC)CCCC.FC(C(C(C(C(C(C(C(F)(F)F)(F)F)(F)F)(F)F)(F)F)(F)F)(F)F)(S(=O)(=O)[O-])F